C(C)O[Si](CCCN=C=O)(OCC)OCC 3-(triethoxysilyl)propylisocyanate